4-((2-(Dimethylphosphono)phenyl)amino)-6-((6-fluoropyridin-2-yl)amino)-N-methoxynicotinamide COP(=O)(OC)C1=C(C=CC=C1)NC1=CC(=NC=C1C(=O)NOC)NC1=NC(=CC=C1)F